N[C@@H](C(=O)O)[C@H](CC1=CC=CC=C1)C1=CNC2=CC=CC=C12 (2R,3R)-2-amino-3-(1H-indol-3-yl)-4-phenylbutanoic acid